COC1=CC(=NC=C1)N(C(OC(C)(C)C)=O)CCCC(C1=CC=CC=C1)=O tert-butyl N-(4-methoxy-2-pyridyl)-N-(4-oxo-4-phenyl-butyl)carbamate